2-chloro-6-(2-methylpropan-1-enyl)pyridine-3-carbonitrile ClC1=NC(=CC=C1C#N)C=C(C)C